(S)-3-(3-fluoro-4-methoxyphenyl)-3-(1-(2-(5,6,7,8-tetrahydro-1,8-naphthyridin-2-yl)ethyl)azetidine-3-carboxamido)propionic acid FC=1C=C(C=CC1OC)[C@H](CC(=O)O)NC(=O)C1CN(C1)CCC1=NC=2NCCCC2C=C1